isopropyl (S)-6-diazo-5-oxo-2-((((S)-1-(pivaloyloxy)ethoxy)carbonyl)amino)hexanoate [N+](=[N-])=CC(CC[C@@H](C(=O)OC(C)C)NC(=O)O[C@@H](C)OC(C(C)(C)C)=O)=O